(R,E)-N-((1,2,3,5,6,7-Hexahydro-s-indacen-4-yl)carbamoyl)-2-(1-(thiophen-3-carbonyl)pyrrolidin-2-yl)ethensulfonamid C1CCC2=C(C=3CCCC3C=C12)NC(=O)NS(=O)(=O)\C=C\[C@@H]1N(CCC1)C(=O)C1=CSC=C1